C(C)N1CCN(CC1)C(=O)C=1C=CC(=NC1)NC1=NC=C(C(=N1)C1=CC=2C(N(C=C(C2S1)C(C)C)C)=O)F 2-(2-((5-(4-Ethylpiperazine-1-carbonyl)pyridin-2-yl)amino)-5-fluoropyrimidin-4-yl)-7-isopropyl-5-methylthieno[3,2-c]pyridin-4(5H)-one